O1COC2=C1C=CC(=C2)C(=O)N2CCC(CC2)CCCCNC(=O)C=2C=CC=1N(C2)C=CN1 N-(4-{1-[(2H-1,3-benzodioxol-5-yl)carbonyl]piperidin-4-yl}butyl)imidazo[1,2-a]pyridine-6-carboxamide